1,3-bis(3-cyanopropyl)imidazole C(#N)CCCN1CN(C=C1)CCCC#N